ClC=1C=C(C=CC1C#N)NC(N(CC1=NNC(=C1)C(F)(F)F)C=1C=NC(=NC1)OC)=O 3-(3-chloro-4-cyanophenyl)-1-(2-methoxypyrimidin-5-yl)-1-((5-(trifluoromethyl)-1H-pyrazol-3-yl)methyl)urea